C1(CCCC1)OC1=NN=C(S1)N 5-(cyclopentyloxy)-1,3,4-thiadiazol-2-amine